C(#N)C=1C=C2C=NC(=NN2C1C(C)C(C)(C)F)N[C@H]1[C@@H](COCC1)CC(=O)O.CC1(OB(OC1(C)C)C=1C=CC(=NC1)C(F)F)C 5-(4,4,5,5-tetramethyl-1,3,2-dioxaborolan-2-yl)-2-(difluoromethyl)pyridine (3S,4R)-4-{[6-cyano-7-(3-fluoro-3-methylbutan-2-yl)pyrrolo[2,1-f][1,2,4]triazin-2-yl]amino}oxan-3-yl-acetate